COC=1C=C(C=CC1OC)C=1N=C2N(C(C1)=O)C=C(C=C2)N2C[C@@H](NCC2)C 2-(3,4-Dimethoxyphenyl)-7-[(3S)-3-methylpiperazin-1-yl]-4H-pyrido[1,2-a]pyrimidin-4-one